N-[(2S,3R)-4,4-difluoro-2-[(2-fluoro-3'-methoxy[1,1'-biphenyl]-3-yl)methyl]-1-(2-methylpropanoyl)pyrrolidin-3-yl]-ethanesulfonamide FC1([C@@H]([C@@H](N(C1)C(C(C)C)=O)CC=1C(=C(C=CC1)C1=CC(=CC=C1)OC)F)NS(=O)(=O)CC)F